S(O)(O)=O.C(C1=CN=CC=C1)(=O)O nicotinic acid bisulphite